(3aS,4S,6aS)-N-(5-chloro-2,4-Difluorophenyl)-N,2,2-trimethyl-6-oxo-5-(4-(trifluoromethyl)thieno[2,3-b]pyridin-6-yl)tetrahydro-4H-[1,3]dioxolo[4,5-c]pyrrole-4-carboxamide ClC=1C(=CC(=C(C1)N(C(=O)[C@@H]1[C@H]2[C@@H](C(N1C1=CC(=C3C(=N1)SC=C3)C(F)(F)F)=O)OC(O2)(C)C)C)F)F